3-(difluoromethyl)-2-pyridinepropanoic acid FC(C=1C(=NC=CC1)CCC(=O)O)F